chloropyridine-2-carboxylic acid ClC=1C(=NC=CC1)C(=O)O